N-(3-(5-(furan-2-yl)-1,3,4-oxadiazol-2-yl)phenyl)-2-methoxy-5-(trifluoromethoxy)benzamide O1C(=CC=C1)C1=NN=C(O1)C=1C=C(C=CC1)NC(C1=C(C=CC(=C1)OC(F)(F)F)OC)=O